C(C1=CC=CC=C1)N1[N+](=C(C2=CC=CC=C12)C(C1=C(C=CC=C1)C(=O)OC(C(F)(F)F)C(F)(F)F)=O)[O-] 1-Benzyl-3-(2-(((1,1,1,3,3,3-hexafluoropropan-2-yl)oxy)carbonyl)benzoyl)-1H-indazole 2-oxide